C1(=CC=CC=C1)C=1N=NNC1 4-phenyl-1H-1,2,3-triazole